CC(C)C(C(CCC)C)C 2,3,4-trimethylheptane